COCCO[C@H]1[C@@H](O[C@@H]([C@H]1O)CO)N1C(=O)NC(=O)C=C1 O-methoxyethyluridine